[Rb+].B([Se-])([O-])[O-].B(Cl)(Cl)Cl.[Rb+].[Rb+] boron chloride selenoborate rubidium